C(C)N1CCC(CC1)(C(=O)NCC(NCOCC(F)(F)F)=O)NC([C@H](C(C)C)NC(CCCC#CC=1C=NC(=NC1)S(=O)(=O)C)=O)=O (S)-1-ethyl-4-(3-methyl-2-(6-(2-(methylsulfonyl)pyrimidin-5-yl)hex-5-ynamido)butanamido)-N-(2-oxo-2-(((2,2,2-trifluoroethoxy)methyl)amino)ethyl)piperidine-4-carboxamide